N-[(3R,4R)-4-[4-(2-hydroxy-4-methoxybenzoyl)benzamido]pyrrolidin-3-yl]pyridine-4-carboxamide OC1=C(C(=O)C2=CC=C(C(=O)N[C@H]3[C@@H](CNC3)NC(=O)C3=CC=NC=C3)C=C2)C=CC(=C1)OC